(S or R)-diethyl-((3-bromo-5-((2,2,2-trifluoro-1-(pyridin-3-yl)ethyl)carbamoyl)benzo[b]thiophen-2-yl)difluoromethyl)phosphonate C(C)OP(OCC)(=O)C(F)(F)C1=C(C2=C(S1)C=CC(=C2)C(N[C@H](C(F)(F)F)C=2C=NC=CC2)=O)Br |o1:22|